C(#N)CC1(CN(C1)C1CCN(CC1)C(=O)C1=CC(=C(C#N)C=C1)F)N1N=CC(=C1)C=1C2=C(N=CN1)NC=C2 4-[(4-{3-(cyanomethyl)-3-[4-(7H-pyrrolo[2,3-d]pyrimidin-4-yl)-1H-pyrazol-1-yl]azetidin-1-yl}piperidin-1-yl)carbonyl]-2-fluorobenzonitrile